FC(C=1C=C(OC2=CC=C(C=C2)C2=CC=C(C=C2)OC2=CC(=C(C=C2)N)C(F)(F)F)C=CC1N)(F)F bis(3-(trifluoromethyl)-4-aminophenoxy)biphenyl